OC1=C(C=CC=C1)C=1OC2=C(N1)C=CC=C2 2-(2-hydroxyphenyl)benzo[d]oxazol